4-(2-hydroxyethoxy)-2,2,6,6-tetraethylpiperidin OCCOC1CC(NC(C1)(CC)CC)(CC)CC